Cl.CNC1CCC=2C1=NC=CC2 N-methyl-5H,6H,7H-cyclopenta[b]pyridin-7-amine hydrochloride